GAMMA-CHLORO-ALPHA-AMINOBUTYRIC ACID ClCCC(C(=O)O)N